N[C@H](CC#N)C=1C=NC(=C(C1)C=O)N (3R)-3-AMINO-3-(6-AMINO-5-FORMYL(3-PYRIDYL))PROPANENITRILE